C(C)(C)(C)OC(=O)N1C(C(C(CC1)C1=CC=C(C=C1)OC)COC1=CC=C2CN(C(C2=C1)=O)C(=O)OC(C)(C)C)C (-)-tert-butyl 6-{[(trans,trans)-1-[(tert-butoxy)carbonyl]-4-(4-methoxyphenyl)-2-methylpiperidin-3-yl]methoxy}-1-oxo-2,3-dihydro-1H-isoindole-2-carboxylate